(isopropyl-d1)benzofuropyridine C(C)(C)([2H])C1=NC2=C(C=C1)OC1=C2C=CC=C1